N-[4-(2-fluorophenoxy)-6-(2-isopropylphenyl)pyrimidin-2-yl]-3-hydroxy-benzenesulfonamide FC1=C(OC2=NC(=NC(=C2)C2=C(C=CC=C2)C(C)C)NS(=O)(=O)C2=CC(=CC=C2)O)C=CC=C1